CC1=C(C=C)C=CC(=C1)OC(C)=O 2-methyl-p-acetoxystyrene